(R)-1-(3-(3-(2-fluoro-4-phenoxyphenyl)-1H-pyrazolo[4,3-c]pyridin-1-yl)piperidin-1-yl)prop-2-en-1-one FC1=C(C=CC(=C1)OC1=CC=CC=C1)C1=NN(C2=C1C=NC=C2)[C@H]2CN(CCC2)C(C=C)=O